C(C)(C)(C)OC(=O)N1CCN(CC1)CCC(CC)C(=O)OC 4-(3-(methoxycarbonyl)pentyl)piperazine-1-carboxylic acid tert-butyl ester